8-(4-(Bis(4-fluorophenyl)methyl)-3-(2-fluoro-3-methylbutan-2-yl)piperazin-1-yl)-5-methyl-6-oxo-5,6-dihydro-1,5-naphthyridine-2-carbonitrile FC1=CC=C(C=C1)C(N1C(CN(CC1)C1=CC(N(C=2C=CC(=NC12)C#N)C)=O)C(C)(C(C)C)F)C1=CC=C(C=C1)F